3-bromo-5-tert-butyl-6-hydroxy-2-methyl-N-(2-trifluoromethylphenyl)benzamide 4-[[2-(acetylamino)ethyl]dithio]-1-butanesulfinate sodium [Na+].C(C)(=O)NCCSSCCCCS(=O)[O-].BrC=1C(=C(C(=O)NC2=C(C=CC=C2)C(F)(F)F)C(=C(C1)C(C)(C)C)O)C